tert-butyl 4-[[7-chloro-3-(2-fluoro-6-methyl-phenyl)-2-oxo-4H-pyrimido[4,5-d]pyrimidin-1-yl]methyl]piperidine-1-carboxylate ClC1=NC=C2C(=N1)N(C(N(C2)C2=C(C=CC=C2C)F)=O)CC2CCN(CC2)C(=O)OC(C)(C)C